(S)-3-((2-Oxooxazolidin-4-yl)methyl)benzonitrile O=C1OC[C@@H](N1)CC=1C=C(C#N)C=CC1